(E)-5-(4-isopropyl-3-methoxystyryl)pyrimidine C(C)(C)C1=C(C=C(/C=C/C=2C=NC=NC2)C=C1)OC